ClC1=CC=C(C(=N1)C(=O)NS(=O)(=O)C)N[C@H](C)C=1C=C(C=C2C(N(C(=NC12)N1CCN(CC1)C1=NC=C(C=C1)C#N)C)=O)C (R)-6-chloro-3-((1-(2-(4-(5-cyanopyridin-2-yl)piperazin-1-yl)-3,6-dimethyl-4-oxo-3,4-dihydroquinazolin-8-yl)ethyl)amino)-N-(methylsulfonyl)picolinamide